[C@]1([C@H](O)[C@H](O)[C@@H](CO)O1)(N1C(=O)NC(=O)C=C1)C(=O)N uridineamide